1-(2-chloro-4-fluoro-3-methylphenyl)-N-(5-cyano-6-(2H-1,2,3-triazol-2-yl)pyridin-3-yl)-5-(trifluoromethyl)-1H-pyrazole-4-carboxamide ClC1=C(C=CC(=C1C)F)N1N=CC(=C1C(F)(F)F)C(=O)NC=1C=NC(=C(C1)C#N)N1N=CC=N1